(4-((1-isopropyl-1H-Pyrazol-4-yl)sulfonyl)benzyl)acetamide C(C)(C)N1N=CC(=C1)S(=O)(=O)C1=CC=C(CCC(=O)N)C=C1